3-(1-(2,6-Dioxopiperidin-3-yl)-3-methyl-2-oxo-2,3-dihydro-1H-benzo[d]imidazol-5-yl)propanal O=C1NC(CCC1N1C(N(C2=C1C=CC(=C2)CCC=O)C)=O)=O